C(#N)C1=C(C=CC=C1)C=1C=C(C=C2C=CN(C12)C)NC1=C(C(=O)O)C=C(C=N1)C1CC1 2-((7-(2-cyanophenyl)-1-methyl-1H-indol-5-yl)amino)-5-cyclopropyl-nicotinic acid